[2-[4-(benzyloxy)-6-methylindol-3-yl]ethyl]dimethylamine C(C1=CC=CC=C1)OC1=C2C(=CNC2=CC(=C1)C)CCN(C)C